O=C1NC(CCC1N1CC=2C(=CC=C(C2C1=O)C#N)F)=O 2-(2,6-dioxopiperidin-3-yl)-7-fluoro-3-oxoisoindoline-4-carbonitrile